ClC=1C(=NC(=NC1)NC1CCOCC1)C1=CC=C2CN(C(C2=C1)=O)CC(=O)N1C2C(CC1)CCC2 6-{5-chloro-2-[(oxacyclohex-4-yl)amino]pyrimidin-4-yl}-2-(2-{octahydrocyclopenta[b]pyrrol-1-yl}-2-oxoethyl)-2,3-dihydro-1H-isoindol-1-one